N-ethyl-N-(2-hydroxy-3-sulfopropyl)-3-methyl-Aniline sodium salt [Na+].C(C)N(C1=CC(=CC=C1)C)CC(CS(=O)(=O)[O-])O